(S)-1-(3-(4-decylphenyl)-1,2,4-oxadiazol-5-yl)butane-1,4-diamine dihydrochloride Cl.Cl.C(CCCCCCCCC)C1=CC=C(C=C1)C1=NOC(=N1)[C@H](CCCN)N